1-(2,6-difluorophenyl)-3-nitro-1H-pyrrole FC1=C(C(=CC=C1)F)N1C=C(C=C1)[N+](=O)[O-]